N-[3-(2-amino-1H-benzimidazol-5-yl)-2,4-difluorophenyl]-5-chloro-2-methoxypyridine-3-sulfonamide NC1=NC2=C(N1)C=CC(=C2)C=2C(=C(C=CC2F)NS(=O)(=O)C=2C(=NC=C(C2)Cl)OC)F